ClC1=C(C(=C(C=C1OC)OC)Cl)C1=CC2=C(N=C(N=C2)N[C@H]2[C@H](COC2)NC(C=C)=O)C(=N1)CC(F)(F)F N-((3R,4S)-4-((6-(2,6-dichloro-3,5-di-methoxyphenyl)-8-(2,2,2-trifluoroeth-yl)pyrido[3,4-d]pyrimidin-2-yl)amino)tetrahydrofuran-3-yl)acrylamide